COC=1C=C2CCC3(C(C2=CC1)=O)CCCC3 6'-Methoxy-3',4'-dihydro-1'H-spiro[cyclopentane-1,2'-naphthalen]-1'-one